FC(CNC1=CC2=C(C(N(N=C2C(C)C)CC(=O)O)=O)S1)F 2-[2-(2,2-Difluoroethylamino)-4-isopropyl-7-oxo-thieno[2,3-d]pyridazin-6-yl]acetic acid